CC(C#N)C(=O)C1=C(C=CC=C1)OC methyl-3-(2-methoxyphenyl)-3-oxopropanenitrile